2-[2-(2-hydroxy-5-methyl-phenyl)-phenethyl]-N-methylpyrrolidine OC1=C(C=C(C=C1)C)C1=C(CCC2N(CCC2)C)C=CC=C1